C(C)(C)(C)OC(=O)N1C[C@@](CC=CC1)(C)NC(=O)OCC1=CC=CC=C1 (S)-3-(((benzyloxy)carbonyl)amino)-3-methyl-2,3,4,7-tetrahydro-1H-azepine-1-carboxylic acid tert-butyl ester